C1C2N(CCN1C(=O)[O-])CCC2 hexahydropyrrolo[1,2-a]pyrazine-2(1H)-carboxylate